(azetidin-3-ylmethyl)piperidin N1CC(C1)CN1CCCCC1